C1(CCCCN1)=O valerolactam